[C@@H]1(OC[C@H]2[C@@H]1CO[C@@H]2C2=CC(=C(C(=C2)OC)O)OC)C2=CC(=C(C(=C2)OC)O)OC |o1:3,4,7| 4,4'-[(1S,3aR*,4S*,6aR*)-tetrahydro-1H,3H-furo[3,4-c]furan-1,4-diyl]bis(2,6-dimethoxyphenol)